N-acetyl-2-methyl-7,8-dihydro-3H-pyrrolo[2,3-g]quinazolin-4(6H)-one C(C)(=O)N1C(NC(C2=CC3=C(C=C12)CCN3)=O)C